6-Fluoro-7-[(3S)-3-hydroxypyrrolidin-1-yl]-N-[(2S)-3-methylbutan-2-yl]-4-oxo-1-(2,4,6-tri-fluorophenyl)-1,4-dihydro-1,8-naphthyridine-3-carboxamide FC=1C=C2C(C(=CN(C2=NC1N1C[C@H](CC1)O)C1=C(C=C(C=C1F)F)F)C(=O)N[C@@H](C)C(C)C)=O